(R)-N-((1R)-7-fluoro-1-(2-(2,4,6-trioxo-1-(tetrahydro-2H-pyran-4-yl)hexahydropyrimidin-5-yl)ethyl)-2,3-dihydro-1H-inden-1-yl)-2-methylpropane-2-sulfinamide FC=1C=CC=C2CC[C@@](C12)(CCC1C(NC(N(C1=O)C1CCOCC1)=O)=O)N[S@](=O)C(C)(C)C